FC1(CC(OC1)C1=C(C=C(C=C1)F)C(C(=O)O)N1C[C@@H](CC1)OCCCCC1=NC=2NCCCC2C=C1)F 2-(2-(4,4-Difluorotetrahydrofuran-2-yl)-5-fluorophenyl)-2-((R)-3-(4-(5,6,7,8-tetrahydro-1,8-naphthyridin-2-yl)butoxy)pyrrolidin-1-yl)acetic acid